3-azidocoumarin-7-sulfonyl fluoride N(=[N+]=[N-])C=1C(OC2=CC(=CC=C2C1)S(=O)(=O)F)=O